6-((4-((8S,11R,13S,14S,17S)-17-hydroxy-13-methyl-3-oxo-17-(prop-1-ynyl)-2,3,6,7,8,11,12,13,14,15,16,17-dodecahydro-1H-cyclopenta[a]phenanthren-11-yl)phenyl)(methyl)amino)hexanamide O[C@]1(CC[C@H]2[C@@H]3CCC4=CC(CCC4=C3[C@H](C[C@]12C)C1=CC=C(C=C1)N(CCCCCC(=O)N)C)=O)C#CC